2-methyl-1-(methylphenyl)indole-3-carboxylic acid ethyl ester C(C)OC(=O)C1=C(N(C2=CC=CC=C12)C1=C(C=CC=C1)C)C